O[C@@H]1CN(C[C@H](C1)NS(=O)(=O)C)C(=O)OC(C)(C)C tert-butyl (3S,5S)-3-hydroxy-5-[(methanesulfonyl)amino]piperidine-1-carboxylate